[2-(2,6-dioxopiperidin-3-yl)-4-methoxy-3-oxo-2,3-dihydro-1H-isoindol-5-yl]methyl N-[4-(naphthalen-1-yloxy)phenyl]carbamate C1(=CC=CC2=CC=CC=C12)OC1=CC=C(C=C1)NC(OCC=1C(=C2C(N(CC2=CC1)C1C(NC(CC1)=O)=O)=O)OC)=O